FC1(CC2(CC1)CC(N(CC2)C(=O)OC(C)(C)C)C2=CC=C(C=C2)C(=O)OC)F tert-butyl 2,2-difluoro-7-(4-(methoxycarbonyl) phenyl)-8-azaspiro[4.5]decane-8-carboxylate